BrC=1C=2CCC2C(=C2CCC12)NC(=O)N=[S@](=O)(N)C=1C=NN2C1OC(C2)(C)C (R)-N'-((7-bromotricyclo[6.2.0.03,6]deca-1,3(6),7-trien-2-yl)carbamoyl)-2,2-dimethyl-2,3-dihydropyrazolo[5,1-b]oxazole-7-sulfonimidamide